FC(F)(F)S(=O)(=O)N.[K] potassium trifluoromethyl-sulfonamide